2,6-diisopropyl-phenoxytitanium C(C)(C)C1=C(O[Ti])C(=CC=C1)C(C)C